1-(6-bromopyridin-2-yl)-2-((tert-butyl-dimethylsilyl)oxy)ethan-1-one BrC1=CC=CC(=N1)C(CO[Si](C)(C)C(C)(C)C)=O